CCCCC1=NC2=C(C=CC3=C2N=C(C=C3)CCCC)C=C1 2,9-di-N-butyl-1,10-phenanthroline